OCCN1CCN(CC1)CCNC=C1C(CC(CC1=O)(C1=CC=CC=C1)C)=O 2-(((2-(4-(2-hydroxyethyl)piperazin-1-yl)ethyl)amino)methylene)-5-methyl-5-phenylcyclohexane-1,3-dione